C(C)(C)C1=CC=C(C=C1)C(CC(=O)C1=CC=CC=C1)\C=C\C=C\C1=CC=C(C=C1)OC (4E,6E)-3-(4-Isopropylphenyl)-7-(4-methoxyphenyl)-1-phenylhepta-4,6-dien-1-one